C(CC(=O)[O-])(=O)OC(C)CC.[Mg+2].C(C)(CC)OC(CC(=O)[O-])=O magnesium (sec-butyl) malonate